C[C@@H]1C=2N(CCN1C(C[C@@H](CC1=C(C=C(C(=C1)F)F)F)NC(C)=O)=O)C(=NC2)C(F)(F)F N-((R)-4-((R)-8-methyl-3-(trifluoromethyl)-5,6-dihydroimidazo[1,5-a]pyrazin-7(8H)-yl)-4-oxo-1-(2,4,5-trifluorophenyl)butan-2-yl)acetamide